3-(4-(2-((4-(4'-bromo-5'-oxo-5'H-spiro[cyclohexane-1,7'-indolo[1,2-a]quinazolin]-10'-yl)piperidin-1-yl)methyl)-7-azaspiro[3.5]nonan-7-yl)-2,6-difluorophenyl)piperidine-2,6-dione BrC=1C=2C(N=C3N(C2C=CC1)C1=CC(=CC=C1C31CCCCC1)C1CCN(CC1)CC1CC3(C1)CCN(CC3)C3=CC(=C(C(=C3)F)C3C(NC(CC3)=O)=O)F)=O